DS-10-dodecylbenzenesulfonate CCCCCCCCCC(CC)OS(=O)(=O)C1=CC=CC=C1